(2,4,6-trimethylphenyl)amine CC1=C(C(=CC(=C1)C)C)N